FC(S(=O)(=O)NC1=C(C=C(C=C1)C1=NNC(=C1C(=O)N)NC1=NN(C=N1)C)O[C@@H](C)C1=CC=C(C=C1)F)F (S)-3-(4-((difluoromethyl)sulfonamido)-3-(1-(4-fluorophenyl)ethoxy)phenyl)-5-((1-methyl-1H-1,2,4-triazol-3-yl)amino)-1H-pyrazole-4-carboxamide